[Si](C)(C)(C(C)(C)C)OC[C@H](CN1N=C(N=N1)C1=NC=C(C=C1)OC1=NC=C(C=C1F)Cl)NC(OC(C)(C)C)=O (S)-tert-butyl (1-((tert-butyldimethylsilyl)oxy)-3-(5-(5-((5-chloro-3-fluoropyridin-2-yl)oxy)pyridin-2-yl)-2H-tetrazol-2-yl)propan-2-yl)carbamate